NC1CCC(CC1)N1C(NC2=C1C=C(C(=C2)C=2C=C(C=1N(C2)N=CN1)OC)C)=O ((1s,4s)-4-aminocyclohexyl)-5-(8-methoxy-[1,2,4]triazolo[1,5-a]pyridin-6-yl)-6-methyl-1,3-dihydro-2H-benzo[d]imidazol-2-one